CC1=NC=NC(=N1)C 4,6-dimethyl-1,3,5-triazine